4-[2-(N-[3,3-difluorocyclohexyl]anilino)-2-oxo-ethyl]-1-[2-(4-fluorophenyl)propionyl]piperidine-4-carboxylic acid methyl ester COC(=O)C1(CCN(CC1)C(C(C)C1=CC=C(C=C1)F)=O)CC(=O)N(C1=CC=CC=C1)C1CC(CCC1)(F)F